N-(azetidin-3-ylmethyl)-4-[[3-(3-fluoro-4-methoxyphenyl)imidazo[1,2-a]pyrazin-8-yl]amino]-N,2-dimethylbenzamide N1CC(C1)CN(C(C1=C(C=C(C=C1)NC=1C=2N(C=CN1)C(=CN2)C2=CC(=C(C=C2)OC)F)C)=O)C